1-[({1-(5-methyl(1,3,4-thiadiazol-2-yl))-4-[4-(2-methylpropanoyl)piperazinyl]-1H-indazol-6-yl}sulfonyl)amino]cyclopropanecarbonitrile CC1=NN=C(S1)N1N=CC2=C(C=C(C=C12)S(=O)(=O)NC1(CC1)C#N)N1CCN(CC1)C(C(C)C)=O